3,5-bis(2-trifluoromethyl-4-aminophenoxy)phenol FC(C1=C(OC=2C=C(C=C(C2)OC2=C(C=C(C=C2)N)C(F)(F)F)O)C=CC(=C1)N)(F)F